C(CCC)N(C=1SC=C(N1)C1=NC(=CC(=N1)N)N)C=1C=C(C=CC1C)C1=CC=C(C=C1)CCN1CCN(CC1)C 2-(2-(Butyl(4-methyl-4'-(2-(4-methylpiperazin-1-yl)ethyl)-[1,1'-biphenyl]-3-yl)amino)thiazol-4-yl)pyrimidine-4,6-diamine